diisooctyl 1,2-cyclohexaneDicarboxylate C1(C(CCCC1)C(=O)OCCCCCC(C)C)C(=O)OCCCCCC(C)C